(E)-3-[3-[(4-Chloro-3,5-dimethylphenoxy)methyl]-4-methoxyphenyl]-1-(4-hydroxyphenyl)prop-2-en-1-one ClC1=C(C=C(OCC=2C=C(C=CC2OC)/C=C/C(=O)C2=CC=C(C=C2)O)C=C1C)C